C(C1CO1)OC1=C(C=CC=C1)C1C2=C(CC1)CC2 ethanocyclopentenylphenyl glycidyl ether